tert-butyl 3-[[1-(2,6-dioxo-3-piperidyl)-2-oxo-benzo[cd]indol-5-yl]methylene]azetidine-1-carboxylate O=C1NC(CCC1N1C(C2=C3C(C=CC=C13)=C(C=C2)C=C2CN(C2)C(=O)OC(C)(C)C)=O)=O